(1aR,7bS)-5-[(1-{(2R)-2-amino-3-[(2-aminoethyl)amino]-2-methyl-3-oxopropyl}azetidin-3-yl)oxy]-2-hydroxy-1,1a,2,7b-tetrahydrocyclopropa[c][1,2]benzoxaborinine-4-carboxylic acid N[C@](CN1CC(C1)OC1=C(C2=C([C@@H]3[C@H](B(O2)O)C3)C=C1)C(=O)O)(C(=O)NCCN)C